1-acetylcyclohexane-2,4,6-triisopropylbenzenesulfonylhydrazone C(C)(C)C1=C(C(=CC(=C1)C(C)C)C(C)C)S(=O)(=O)NN=C(C)C1CCCCC1